N-(phenyl((S)-pyrrolidin-2-yl)methyl)-4-(9H-purin-6-yl)-3,4-dihydro-2H-1,4-thiazine-6-carboxamide hydrochloride Cl.C1(=CC=CC=C1)C(NC(=O)C1=CN(CCS1)C1=C2N=CNC2=NC=N1)[C@H]1NCCC1